ClC=1C(=C(CNC(CNC(C)CCO)=O)C=CC1)F N-(3-chloro-2-fluorobenzyl)-2-((4-hydroxybut-2-yl)amino)acetamide